O=C1NC(CCC1N1C(C2=CC=CC(=C2C1)C#CCCCCCN1CCN(CC1)C1=CC=C(C(=O)N2CCC(CC2)CCCCNC(\C=C\C=2C=NC(=CC2)F)=O)C=C1)=O)=O (E)-N-(4-(1-(4-(4-(7-(2-(2,6-dioxopiperidin-3-yl)-1-oxoisoindoline-4-yl)hept-6-yn-1-yl)piperazin-1-yl)benzoyl)piperidin-4-yl)butyl)-3-(6-fluoropyridin-3-yl)acrylamide